C1(=C(C=CC=C1)S(=O)(=O)CC(=O)C1=CC=C(C=C1)C1=NOC(=N1)C(F)(F)F)C 2-(o-tolylsulfonyl)-1-(4-(5-(trifluoromethyl)-1,2,4-oxadiazol-3-yl)phenyl)ethan-1-one